2-methoxy-3-(prop-1-en-2-yl)pyridine COC1=NC=CC=C1C(=C)C